N-[4-[S-[4-[6-chloro-4-(trifluoromethyl)-2-pyridyl]piperazin-1-yl]-N-methyl-sulfonimidoyl]phenyl]acetamide ClC1=CC(=CC(=N1)N1CCN(CC1)S(=O)(=NC)C1=CC=C(C=C1)NC(C)=O)C(F)(F)F